FC=1C(=C(C=CC1)S(=O)(=O)Cl)OC 3-fluoro-2-methoxybenzenesulfonyl chloride